C1(=CC=CC=C1)N1CCN(CC1)C1=NC=NC2=CC=C(C=C12)C1=CC(=NC=C1)N 4-(4-(4-phenylpiperazin-1-yl)quinazolin-6-yl)pyridin-2-amine